BrCC1=CC(=C(C#N)C=C1)C(F)(F)F 4-(bromomethyl)-2-(trifluoromethyl)benzonitrile